2-(2-{[3-(4-{[1-(2-hydroxypropyl)piperidin-4-yl]amino}-1-(2,2,2-trifluoroethyl)-1H-indol-2-yl)prop-2-yn-1-yl]amino}-5-methanesulfonylphenoxy)acetonitrile OC(CN1CCC(CC1)NC1=C2C=C(N(C2=CC=C1)CC(F)(F)F)C#CCNC1=C(OCC#N)C=C(C=C1)S(=O)(=O)C)C